2-methyl-2,3-dihydro-1H-indene-1-one CC1C(C2=CC=CC=C2C1)=O